(S)-1-(4-(2,3-Dimethylphenyl)piperidin-1-yl)-2-(3-(3-hydroxy-3-methylpyrrolidin-1-carbonyl)-5,6-dihydrocyclopenta[c]pyrazol-1(4H)-yl)ethan-1-on CC1=C(C=CC=C1C)C1CCN(CC1)C(CN1N=C(C2=C1CCC2)C(=O)N2C[C@@](CC2)(C)O)=O